O.C(C(=O)[O-])(=O)[O-].[Fe+3].C(C(=O)[O-])(=O)[O-].C(C(=O)[O-])(=O)[O-].[Fe+3] Iron (III) oxalate hydrate